C1(CC1)N1N=C(C(=C1)OC1=C2C(=NC=C1)C=C(S2)C=2C=NN(C2)CCCF)C2CCOCC2 7-((1-cyclopropyl-3-(tetrahydro-2H-pyran-4-yl)-1H-pyrazol-4-yl)oxy)-2-(1-(3-fluoropropyl)-1H-pyrazol-4-yl)thieno[3,2-b]pyridine